C(C1=CC=CC=C1)OC[C@H]1[C@H](O1)CO ((2R,3S)-3-((benzyloxy)methyl)oxiran-2-yl)methanol